(R)-1-(4-methyl-3-((1-(naphthalen-1-yl)ethyl)carbamoyl)benzyl)azetidine-3-carboxylic acid CC1=C(C=C(CN2CC(C2)C(=O)O)C=C1)C(N[C@H](C)C1=CC=CC2=CC=CC=C12)=O